Cl.COC=1C=C2C3C=CC(C2=CC1)N3C(C)C 4-Methoxy-11-(propan-2-yl)-11-azatricyclo[6.2.1.02,7]undeca-2,4,6,9-tetraene hydrochloride